1-(4-benzylmorpholinyl)butanone dipyrrolo[1,2-c:2',1'-f][1,3,2]diazaborinine-2,8-dicarboxylate C1=C(CN2BN3C(C=C21)=CC(=C3)C(=O)O)C(=O)O.C(C3=CC=CC=C3)N3C(COCC3)CC(CC)=O